2-(tert-butyl) 3-ethyl (1S,3S,5R)-5-((R)-2,2,2-trifluoro-1-hydroxyethyl)-2-azabicyclo[3.1.0]hexane-2,3-dicarboxylate FC([C@H](O)[C@@]12C[C@H](N([C@H]2C1)C(=O)OC(C)(C)C)C(=O)OCC)(F)F